2,2-Bis-(4-hydroxypropoxyphenyl)-propan OCCCOC1=CC=C(C=C1)C(C)(C)C1=CC=C(C=C1)OCCCO